6-phenyl-2-azaspiro[3.4]octane-2-carboxylic acid tert-butyl ester C(C)(C)(C)OC(=O)N1CC2(C1)CC(CC2)C2=CC=CC=C2